Propyl-aziridine C(CC)N1CC1